C(C)(C)(C)OC(=O)N[C@H](C(=O)OC(C)(C)C)CCNC1=CC=C2C=CC(=NC2=C1)N(C)CC1=C(C=C(C=C1)OC)OC tert-butyl (2S)-2-{[(tert-butoxy)carbonyl] amino}-4-[(2-{[(2,4-dimethoxyphenyl)methyl] (methyl)amino} quinolin-7-yl)amino]butanoate